O=[Re](=O)(=O)O[Re](=O)(=O)=O dirhenium heptaoxide